COC(C1=CN=C(C(=C1)CC1=CC=C(C=C1)F)NC1C(CN(CC1)C)C)=O 6-((1,3-Dimethylpiperidin-4-yl)amino)-5-(4-fluorobenzyl)nicotinic acid methyl ester